C(C)(C)(C)NC1=NC=C2N=C(N(C2=N1)C1CCNCC1)NC1=CC(=CC(=C1)F)F N2-(tert-butyl)-N8-(3,5-difluorophenyl)-9-(piperidin-4-yl)-9H-purine-2,8-diamine